3-(5-((6-((4'-fluoro-5,5-dimethyl-3,4,5,6-tetrahydro-[1,1'-biphenyl]-2-yl)methyl)-2,6-diazaspiro[3.3]heptan-2-yl)methyl)-1-oxoisoindolin-2-yl)piperidine-2,6-dione FC1=CC=C(C=C1)C1=C(CCC(C1)(C)C)CN1CC2(CN(C2)CC=2C=C3CN(C(C3=CC2)=O)C2C(NC(CC2)=O)=O)C1